(1H-pyrazol-4-yl)phenol hydrochloride Cl.N1N=CC(=C1)C1=C(C=CC=C1)O